N-{[3-amino-4-(4-cyano-1-methyl-1H-pyrazol-5-yl)phenyl]methyl}-N-(2-methanesulfonylphenyl)pyridine-3-carboxamide NC=1C=C(C=CC1C1=C(C=NN1C)C#N)CN(C(=O)C=1C=NC=CC1)C1=C(C=CC=C1)S(=O)(=O)C